N-(2-(7-methoxy-1-((2-(trimethylsilyl)ethoxy)methyl)-1H-indazol-6-yl)-1-methyl-1H-pyrrolo[2,3-c]pyridin-5-yl)cyclopropane-1-carboxamide COC=1C(=CC=C2C=NN(C12)COCC[Si](C)(C)C)C1=CC=2C(=CN=C(C2)NC(=O)C2CC2)N1C